n-butanethiol sulfur [S].C(CCC)S